2-((1H-1,2,4-Triazol-1-yl)methyl)-4-(6-(6-(difluoromethyl)imidazo[1,2-b]pyridazin-3-yl)pyrimidin-4-yl)morpholine N1(N=CN=C1)CC1CN(CCO1)C1=NC=NC(=C1)C1=CN=C2N1N=C(C=C2)C(F)F